BrC1=NOC(=N1)C 3-bromo-5-methyl-1,2,4-oxadiazole